FC1=CC2=C(N(C(C(N2C)=O)=O)C2CCN(CC2)C2=NC=C(C=N2)S(=O)(=O)N(C)C)N=C1 2-(4-(7-fluoro-1-methyl-2,3-dioxo-2,3-dihydropyrido[2,3-b]pyrazin-4(1H)-yl)piperidin-1-yl)-N,N-dimethylpyrimidine-5-sulfonamide